(R)-8-(4-(bis(4-fluorophenyl)methyl)-2-isopropylpiperazin-1-yl)-5-methyl-6-oxo-5,6-dihydro-1,5-naphthyridine-2-carbonitrile FC1=CC=C(C=C1)C(N1C[C@H](N(CC1)C1=CC(N(C=2C=CC(=NC12)C#N)C)=O)C(C)C)C1=CC=C(C=C1)F